NC1=C(C(=O)OC)C=C(C(=C1F)Br)B1OC(C(O1)(C)C)(C)C methyl 2-amino-4-bromo-3-fluoro-5-(4,4,5,5-tetramethyl-1,3,2-dioxaborolan-2-yl)benzoate